C1(=CC=CC=C1)NC1=NC=CC(=N1)C(=O)C1C2C(C2CN1)N1CN=CC=C1C(=O)N 3-(2-(2-(phenylamino)pyrimidine-4-carbonyl)-3-azabicyclo[3.1.0]hex-6-yl)pyrimidine-4-Carboxamide